N[C@H](C(=O)NCC1=C(C(=C(C(=C1[2H])[2H])[2H])[2H])[2H])C (S)-2-amino-N-((phenyl-d5)methyl)propanamide